CC(C#C)(CC(C)C)O 3,5-dimethyl-1-hex-yn-3-ol